B#[U]#B uranium diboride